NC1(CCN(CC1)C1=NC(=C2C(=N1)NN=C2C2=C(C(=CC=C2)Cl)Cl)C#N)C2CC2 6-(4-amino-4-cyclopropylpiperidin-1-yl)-3-(2,3-dichlorophenyl)-1H-pyrazolo[3,4-d]pyrimidine-4-carbonitrile